2-(4-bromo-3-(trifluoromethyl)phenyl)-5,6-dichloro-1H-benzo[d]imidazole-4,7-dione BrC1=C(C=C(C=C1)C1=NC2=C(N1)C(C(=C(C2=O)Cl)Cl)=O)C(F)(F)F